2,4-difluoro-N-(2-methoxy-5-(8-(piperazin-1-yl)naphthalen-2-yl)pyridin-3-yl)benzenesulfonamide trifluoroacetate salt FC(C(=O)O)(F)F.FC1=C(C=CC(=C1)F)S(=O)(=O)NC=1C(=NC=C(C1)C1=CC2=C(C=CC=C2C=C1)N1CCNCC1)OC